3-methyl-N-((6-(5-(trifluoromethyl)-1,2,4-oxadiazol-3-yl)imidazo[1,2-a]pyridin-2-yl)methyl)butanamide CC(CC(=O)NCC=1N=C2N(C=C(C=C2)C2=NOC(=N2)C(F)(F)F)C1)C